ClC1=C(C=CC(=C1)F)CCN1CC(C(CC1)(O)C=1C=C(C(=O)N)C=CC1)CN(C)C anti-3-[1-[2-(2-chloro-4-fluorophenyl)ethyl]-3-[(dimethylamino)methyl]-4-hydroxypiperidin-4-yl]benzamide